NC1=C(C(=O)O)C(=CC=C1F)Br 2-amino-6-bromo-3-fluorobenzoic acid